perfluorooctanesulfinylacetic acid FC(C(=O)O)(S(=O)C(C(C(C(C(C(C(C(F)(F)F)(F)F)(F)F)(F)F)(F)F)(F)F)(F)F)(F)F)F